1-[trans-4-(pyridin-2-yloxy)cyclohexyl]-8-(trifluoromethyl)-5,6-dihydro-4H-[1,2,4]triazolo[4,3-a][1]benzazepine-5-amine N1=C(C=CC=C1)O[C@@H]1CC[C@H](CC1)C1=NN=C2N1C1=C(CC(C2)N)C=C(C=C1)C(F)(F)F